tert-butyl N-[4-[[6-bromo-3-[(Z)-N'-(2-chlorophenyl)carbamimidoyl]pyrrolo[1,2-b]pyridazin-4-yl]amino]cyclohexyl]-carbamate BrC=1C=C2N(N=CC(=C2NC2CCC(CC2)NC(OC(C)(C)C)=O)/C(/N)=N/C2=C(C=CC=C2)Cl)C1